propanosulfonic acid S1(=O)(=O)OCCC1